N1(CC=CC=2CCCNC12)C(C(=O)O)C 2-(5,6,7,8-tetrahydronaphthyridin-1-yl)propionic acid